O[C@@H]1[C@H]([C@@H](O[C@@H]([C@H]1O)CO)C(C)C)NC(C(C)(C)C)=O N-((2S,3R,4R,5S,6R)-4,5-dihydroxy-6-(hydroxymethyl)-2-isopropyltetrahydro-2H-pyran-3-yl)pivalamide